2,6-dibromo-3'',5''-dimethyl-1,1':4',1''-terphenyl BrC1=C(C(=CC=C1)Br)C1=CC=C(C=C1)C1=CC(=CC(=C1)C)C